3-Methyl-3-(5-(2-((4-(trifluoromethyl)phenyl)amino)pyrazolo[1,5-a]pyridin-3-yl)-1,3,4-oxadiazol-2-yl)pyrrolidin-2-one CC1(C(NCC1)=O)C=1OC(=NN1)C=1C(=NN2C1C=CC=C2)NC2=CC=C(C=C2)C(F)(F)F